FC=1C=C(C=CC1F)C=1N=C(SC1C1=NN(C=C1)C)NS(=O)(=O)C1=NC=C(C=C1C)NCC1=C(C(=CC=C1)OC)O N-(4-(3,4-difluorophenyl)-5-(1-methyl-1H-pyrazol-3-yl)thiazol-2-yl)-5-((2-hydroxy-3-methoxybenzyl)amino)-3-methylpyridine-2-sulfonamide